COC[C@H](C)OC=1C=C(C=CC1)C(CC(=O)O)CN1C[C@@H](CC1)CCC1=NC=2NCCCC2C=C1 3-(3-(((S)-1-methoxypropan-2-yl)oxy)phenyl)-4-((R)-3-(2-(5,6,7,8-tetrahydro-1,8-naphthyridin-2-yl)ethyl)pyrrolidin-1-yl)butanoic acid